C1(CC1)C1CCCO1 5-cyclopropyloxolan